CNCC(CCCC=C)(C)C.[Ca+2].[NH4+] Ammonium calcium N,2,2-trimethylhept-6-en-1-amine